3-(1-Benzylpiperidin-4-yl)-5-phenylpyrimidin-4(3H)-on Hydrochlorid Cl.C(C1=CC=CC=C1)N1CCC(CC1)N1C=NC=C(C1=O)C1=CC=CC=C1